FC1=C(C2=C(C(CCO2)O)C=C1)F 7,8-difluoro-3,4-dihydro-2H-1-benzopyran-4-ol